8-(1-methylethyl)-3-[2,3,6-tris(fluoro)phenyl]-[1,2,4]triazolo[4,3-a]pyridine-7-carboxylic acid methyl ester COC(=O)C1=C(C=2N(C=C1)C(=NN2)C2=C(C(=CC=C2F)F)F)C(C)C